O=C1NC(CCC1N1C(C2=CC=CC(=C2C1=O)F)=O)=O 2-(2,6-bisoxo-3-piperidinyl)-4-fluoro-isoindoline-1,3-dione